ClC=1C(=C(C=CC1)NC1=NC=NC2=CC(=C(C=C12)[N+](=O)[O-])C#CC1[C@@H]2CN(C[C@H]12)C(=O)OC(C)(C)C)F (1R,5S,6s)-tert-butyl 6-((4-((3-chloro-2-fluorophenyl)amino)-6-nitroquinazolin-7-yl) ethynyl)-3-azabicyclo[3.1.0]hexane-3-carboxylate